2-[6-amino-5-[8-[2-[4-(azepan-1-yl)but-1-ynyl]-4-pyridyl]-3,8-diazabicyclo[3.2.1]octan-3-yl]pyridazin-3-yl]phenol NC1=C(C=C(N=N1)C1=C(C=CC=C1)O)N1CC2CCC(C1)N2C2=CC(=NC=C2)C#CCCN2CCCCCC2